C(=O)([O-])CN([C@@H](CCC(=O)[O-])C(=O)[O-])CC(=O)[O-] N,N-bis(carboxylatomethyl)glutamate